5-(2-(3-methoxy-5-(morpholine-4-carbonyl)phenylamino)-5-methylpyrimidin-4-ylamino)benzo[d]oxazol-2(3H)-one COC=1C=C(C=C(C1)C(=O)N1CCOCC1)NC1=NC=C(C(=N1)NC=1C=CC2=C(NC(O2)=O)C1)C